(S)-quinuclidin-3-yl (5-(2-fluoro-4-methoxyphenyl)-2,2-dimethyl-2,3-dihydro-1H-inden-1-yl)carbamat FC1=C(C=CC(=C1)OC)C=1C=C2CC(C(C2=CC1)NC(O[C@@H]1CN2CCC1CC2)=O)(C)C